N[C@H]1CN(CCC1)C(=O)C=1C=CC=2N(C1)N=C(C2C)C=2N(C1=CC(=CC=C1C2)N2CCC(CC2)N2C(CCC2)=O)CC2CC2 1-[1-(2-{6-[(3R)-3-Aminopiperidine-1-carbonyl]-3-methylpyrazolo[1,5-a]pyridin-2-yl}-1-(cyclopropylmethyl)-1H-indol-6-yl)piperidin-4-yl]pyrrolidin-2-one